N1CCCCC1 (3R)-piperidine